N[C@@H]([C@@H](C(=O)N1[C@@H](CCC1)C(=O)N[C@H](C(=O)N)CC(C)C)O)CC(C)C (S)-1-((2S,3R)-3-amino-2-hydroxy-5-methylhexanoyl)-N-((S)-1-amino-4-methyl-1-oxopentan-2-yl)pyrrolidine-2-carboxamide